ClC1=CC=C(C=C1)C1=NC(OC1)C(F)(F)F 4-(p-chlorophenyl)-2-trifluoromethyl-3-oxazoline